BrC1=C(C=CC(=C1)F)NC1=C(C(=O)NC=2C(=NC(=CC2)OC)Br)C=C(C=C1)C(F)(F)F 2-((2-Bromo-4-fluorophenyl)amino)-N-(2-bromo-6-methoxypyridin-3-yl)-5-(trifluoromethyl)benzamide